octahydro-1H-4,7-methanoindene-2-carbaldehyde C1C(CC2C3CCC(C12)C3)C=O